CC(C)C1=CC(=C(S1)C(F)(F)F)NC(N)=O 3-[5-(propan-2-yl)-2-(trifluoromethyl)thiophen-3-yl]urea